[V+5].[O-2].[Mg+2] magnesium oxide vanadium